BrC=1N=C2N(C1)CCC2O bromo-6,7-dihydro-5H-pyrrolo[1,2-a]imidazol-7-ol